CC(CN)(C)C 2,2-Dimethyl-1-propylamine